2-(3-(6-(6-oxa-3-azabicyclo[3.1.1]heptan-3-yl)pyridin-3-yl)-6-oxopyridazin-1(6H)-yl)-N-ethylacetamide C12CN(CC(O1)C2)C2=CC=C(C=N2)C2=NN(C(C=C2)=O)CC(=O)NCC